tris(2,3-di-ethyl-phenyl)aluminum C(C)C1=C(C=CC=C1CC)[Al](C1=C(C(=CC=C1)CC)CC)C1=C(C(=CC=C1)CC)CC